OC1=CC=CC2=CC=C(C(=C12)C)O 1,7-dihydroxy-8-methylnaphthalene